(R)-N-(1-(4-(ethylsulfonyl)phenyl)-2-hydroxyethyl)-2-(4-(trifluoromethyl)benzyl)benzo[d]thiazole-5-carboxamide C(C)S(=O)(=O)C1=CC=C(C=C1)[C@H](CO)NC(=O)C=1C=CC2=C(N=C(S2)CC2=CC=C(C=C2)C(F)(F)F)C1